N-((1R)-3-Cyano-3-azabicyclo[3.1.0]hexan-1-yl)-2'-phenoxy-[1,1'-biphenyl]-4-carboxamid C(#N)N1C[C@]2(CC2C1)NC(=O)C1=CC=C(C=C1)C1=C(C=CC=C1)OC1=CC=CC=C1